FC(C=1C=CC(=NC1)OC1CCC2(CN(C2)C(=O)C2CC(C2)(C)O)CC1)F (7-((5-(Difluoromethyl)pyridin-2-yl)oxy)-2-azaspiro[3.5]nonan-2-yl)((1s,3s)-3-hydroxy-3-methylcyclobutyl)methanon